O=C1C=CC(=CN1C(C)C)C(=O)O 6-oxo-1-(propan-2-yl)-1,6-dihydropyridine-3-carboxylic acid